4-(methylsulfonyl)-N-(pyrimidin-2-yl)-2-(6-azaspiro[2.5]octan-6-yl)benzamide CS(=O)(=O)C1=CC(=C(C(=O)NC2=NC=CC=N2)C=C1)N1CCC2(CC2)CC1